trans-4-aminocyclohexanol hydrochloride Cl.N[C@@H]1CC[C@H](CC1)O